N1C=C(C2=CC=CC=C12)CC(=O)[O-] 2-(1H-indol-3-yl)acetate